[[2-chloro-5-(cyclopropanecarbonyl)-4-pyridyl]amino]methylcyclohexyl-N-methyl-carbamate ClC1=NC=C(C(=C1)NCOC(N(C)C1CCCCC1)=O)C(=O)C1CC1